NC1=NC=CC(=N1)C1=CNC2=CC(=C(C=C12)OC)OC 2-Amino-4-(5,6-dimethoxy-1H-indol-3-yl)pyrimidine